BrC=1C(=NNC1CBr)C(=O)OC methyl 4-bromo-5-(bromomethyl)-1H-pyrazole-3-carboxylate